6-{(3R,7S)-7-amino-3-[1-benzyl-4-(2,5-difluorophenyl)-1H-pyrrol-2-yl]-4-glycoloyl-2,2-dimethyl-8,13,16,20-tetraoxo-4,9,12,15-tetraazaicosan-20-yl}-L-lysine N[C@@H](CCN([C@H](C(C)(C)C)C=1N(C=C(C1)C1=C(C=CC(=C1)F)F)CC1=CC=CC=C1)C(CO)=O)C(NCCNC(CNC(CCCC(=O)C(CCC[C@H](N)C(=O)O)N)=O)=O)=O